6''-[(2R)-2-methyl-3-{[(5R)-5-methyl-5,6,7,8-tetrahydroquinolin-4-yl]oxy}propyl]-6'',7''-dihydro-2''H-dispiro[[1,3]dioxol-2,1'-cyclohexane-4',5''-[1,3]dioxolo[4,5-f]isoindole] C[C@H](CN1C2(C=3C=C4C(=CC3C1)OCO4)CCC4(CC2)OC=CO4)COC4=CC=NC=2CCC[C@H](C42)C